tert-butyl (3-{[2-(benzyloxy)ethyl](methyl)amino}propyl)carbamate C(C1=CC=CC=C1)OCCN(CCCNC(OC(C)(C)C)=O)C